COC=1C=CC(=NC1)C=C 5-methoxy-2-vinylpyridine